COC1=CC=C(C=C1)C1CCN(CC1)C1=C(C(N(C2=CC(=CC=C12)C#N)C)=O)C#N 4-[4-(4-methoxyphenyl)piperidin-1-yl]-1-methyl-2-oxo-1,2-dihydroquinoline-3,7-dicarbonitrile